CN(CC#CC1=CC=C(C=C1)O[Si](C(C)C)(C(C)C)C(C)C)C N,N-dimethyl-3-(4-triisopropylsiloxyphenyl)prop-2-yn-1-amine